(2R,3R,4S)-3,4-bis((2-hexyldecyl)oxy)tetrahydrofuran C(CCCCC)[C@@H](CO[C@@H]1COC[C@@H]1OCC(CCCCCCCC)CCCCCC)CCCCCCCC